OC1CN(C1)C(=O)O[C@@H]1CC[C@H](CC1)C(N(C[C@@H]1CC[C@H](CC1)C=1C=NC(=CC1)N(C)C)C1=CC(=CC=C1)C1=CN=C(S1)C1CC1)=O trans-4-((3-(2-Cyclopropylthiazol-5-yl)phenyl)((trans-4-(6-(dimethylamino)pyridin-3-yl)cyclohexyl)methyl)carbamoyl)cyclohexyl 3-hydroxyazetidine-1-carboxylate